ClCC1=CC=C(C=C1)OC1CC(C1)OC 1-(Chloromethyl)-4-(3-methoxycyclobutyloxy)benzene